7-(2-amino-5-(3-((dimethylamino)methyl)-4-(tetrahydro-2H-pyran-4-yl)phenyl)-6-fluoropyridin-3-yl)-5-fluoro-2-methylquinazolin-4(3H)-one NC1=NC(=C(C=C1C1=CC(=C2C(NC(=NC2=C1)C)=O)F)C1=CC(=C(C=C1)C1CCOCC1)CN(C)C)F